5-(4-(methoxycarbonyl)phenyl)indoline-1-carboxylic acid tert-butyl ester C(C)(C)(C)OC(=O)N1CCC2=CC(=CC=C12)C1=CC=C(C=C1)C(=O)OC